tert-Butyl Methyl Sulphide CSC(C)(C)C